ClC1=CC=C(C=C1)NC(=O)NC1=CC(=C(C=C1)OCCCN(C)C)C=1N(N=CC1)C 1-(4-Chloro-phenyl)-3-[4-(3-dimethylamino-propoxy)-3-(2-methyl-2H-pyrazol-3-yl)-phenyl]-urea